C(\C=C\C(=O)O)(=O)O.NC1=C(C(=O)NC23CCC(CC2)(CC3)O)C=C(C=N1)C1=CC=C(C=C1)C13CN(CC3C1)C1CCOCC1 2-amino-N-(4-hydroxybicyclo[2.2.2]octane-1-yl)-5-(4-(3-(tetrahydro-2H-pyran-4-yl)-3-azabicyclo[3.1.0]hexan-1-yl)phenyl)nicotinamide fumarate